CC1OCC(O1)CO 2-methyl-4-hydroxymethyl-1,3-dioxolan